Tribenzyltrimethylsilylcyclopentadienylzirconium C(C1=CC=CC=C1)C1=C(C(C=C1)([Zr][Si](C)(C)C)CC1=CC=CC=C1)CC1=CC=CC=C1